N-hydroxy-6,7-dihydro-5H-benzo[7]annulen-3-carboxamidine ONC(=N)C1=CC2=C(C=CCCC2)C=C1